(difluoro(2-(((S)-1-oxo-1-((S)-2-((R)-2-phenylmorpholine-4-carbonyl)pyrrolidin-1-yl)hexan-2-yl)carbamoyl)benzo[b]thiophen-5-yl)methyl)phosphonic acid FC(C1=CC2=C(SC(=C2)C(N[C@H](C(N2[C@@H](CCC2)C(=O)N2C[C@H](OCC2)C2=CC=CC=C2)=O)CCCC)=O)C=C1)(F)P(O)(O)=O